COCCO[C@H]1COC2=CC=CC=C2[C@@H]1N=C(C1=CC=CC=C1)C1=CC=CC=C1 N-[(3R,4S)-3-(2-METHOXYETHOXY)CHROMAN-4-YL]-1,1-DIPHENYL-METHANIMINE